2-fluoro-4-tert-butylaniline FC1=C(N)C=CC(=C1)C(C)(C)C